4-hydroxy-N-(((S)-1-(4-methylthiazol-5-yl)phenyl)ethyl)pyrrolidine-2-carboxamide Ethyl-6-chloro-1-(6-acetamidopyridin-3-yl)-7-fluoro-4-oxoquinoline-3-carboxylate C(C)OC(=O)C1=CN(C2=CC(=C(C=C2C1=O)Cl)F)C=1C=NC(=CC1)NC(C)=O.OC1CC(NC1)C(=O)NCC[C@]1(CC=CC=C1)C1=C(N=CS1)C